[(1R)-2-(3-tert-butoxycarbonyl-2-methoxy-phenyl)-1-chloro-ethyl]boronic acid C(C)(C)(C)OC(=O)C=1C(=C(C=CC1)C[C@H](Cl)B(O)O)OC